ClC=1C=CC(=C(C1)[C@H](CCN([C@@H](C(=O)O)C1=C(C(=C(C=C1)F)C)C1CCN(CC1)CC(F)(F)F)C)CCN1CCCCC1)C (R)-2-(((S)-3-(5-chloro-2-methylphenyl)-5-(piperidin-1-yl)pentyl)(methyl)amino)-2-(4-fluoro-3-methyl-2-(1-(2,2,2-trifluoroethyl)piperidin-4-yl)phenyl)acetic acid